FC1=CC=C2C(=NN(C2=C1)CC1=C(C=CC=C1)F)C1=NC(=C(C(=N1)N)NC1COCC1)N 2-(6-fluoro-1-(2-fluorobenzyl)-1H-indazol-3-yl)-N5-(tetrahydrofuran-3-yl)pyrimidine-4,5,6-triamine